C(C)(C)(C)OC(=O)N[C@@H](CC1=CC=C(C=C1)O)C(=O)OCC Ethyl (t-butoxycarbonyl)-L-tyrosinate